1-(4-(2-chlorophenoxy)piperidin-1-yl)-2-(3-(4-(2-hydroxyacetyl)piperazine-1-carbonyl)-4,5,6,7-tetrahydro-1H-indazol-1-yl)ethan-1-one ClC1=C(OC2CCN(CC2)C(CN2N=C(C=3CCCCC23)C(=O)N2CCN(CC2)C(CO)=O)=O)C=CC=C1